S1C2=C(C=C1CNC(=O)C1CN(CCC1)C=1C=3C(N=CN1)=NN(C3)C3=CC(=C(C=C3)C)F)C=CC=C2 N-(benzo[b]thiophen-2-ylmethyl)-1-(2-(3-fluoro-4-methylphenyl)-2H-pyrazolo[3,4-d]pyrimidin-4-yl)piperidine-3-carboxamide